C1(=CC=C(C=C1)C1=NC(=NC(=N1)C1=CC(=CC=C1)Br)C1=CC=CC=C1)C1=CC=CC=C1 2-[(1,1'-biphenyl)-4-yl]-4-(3-bromophenyl)-6-phenyl-1,3,5-triazine